((1R,3R,5S)-8-methyl-8-azabicyclo[3.2.1]octan-3-yl)pyrazolo[1,5-a]quinazolin-5-amine CN1[C@H]2CC(C[C@@H]1CC2)C2=NN1C(N=C(C3=CC=CC=C13)N)=C2